3-((2-(2,6-dioxopiperidin-3-yl)-1,3-dioxoisoindolin-4-yl)amino)propanamide O=C1NC(CCC1N1C(C2=CC=CC(=C2C1=O)NCCC(=O)N)=O)=O